C1(=CC=CC=C1)C=1N=C2N(C=C(C=C2C2=CC=CC=C2)C2=CC=C(C=C2)C(C=CC(=O)N(C)C)=O)C1 4-(4-(2,8-diphenylimidazo[1,2-a]pyridin-6-yl)phenyl)-N,N-dimethyl-4-oxobut-2-enamide